FC1(C(N(C2=C(O1)C=C(C(=C2)C2=C(C(=C(C(=C2F)F)F)F)F)F)CC(=C)C)=O)F 2,2,7-trifluoro-4-(2-methylallyl)-6-(perfluorophenyl)-2H-benzo[b][1,4]oxazin-3(4H)-one